(2s,4r)-2-ethyl-1-(5-(5-fluoro-2-methoxypyridin-4-yl)-1H-pyrazole-3-carbonyl)-N-((1r,4r)-4-hydroxy-4-(trifluoromethyl)cyclohexyl)piperidine-4-carboxamide C(C)[C@@H]1N(CC[C@H](C1)C(=O)NC1CCC(CC1)(C(F)(F)F)O)C(=O)C1=NNC(=C1)C1=CC(=NC=C1F)OC